1-(4-(ethylsulfonyl)-2-fluorophenyl)-4-(tributylstannyl)-1H-pyrazole C(C)S(=O)(=O)C1=CC(=C(C=C1)N1N=CC(=C1)[Sn](CCCC)(CCCC)CCCC)F